ClC1=C2C=3C(=NC=NC3C=C1C1=C(C(=CC(=N1)N)C)C(F)(F)F)N(CCO2)CC2=NC(=CC=C2)OC 6-(8-chloro-4-((6-methoxypyridin-2-yl)methyl)-5,6-dihydro-4H-[1,4]oxazepino[5,6,7-de]quinazolin-9-yl)-4-methyl-5-(trifluoromethyl)pyridin-2-amine